4-[2-(Cyclopenten-1-yl)-1,3-thiazol-5-yl]-N-(1-methylsulfonyl-piperidin-4-yl)-5-(trifluoromethyl)pyrimidin-2-amine C1(=CCCC1)C=1SC(=CN1)C1=NC(=NC=C1C(F)(F)F)NC1CCN(CC1)S(=O)(=O)C